N1(CCCC1)CCN 1-pyrrolidineethanamine